5-[4-(4-methoxy-5-phenylpyridine-2-carbonyl)piperazin-1-yl]pyridin-2-amine COC1=CC(=NC=C1C1=CC=CC=C1)C(=O)N1CCN(CC1)C=1C=CC(=NC1)N